4-[4-Bromo-6-(2-chloro-6-trifluoromethyl-benzyl)-3-hydroxy-pyridin-2-yl]-4-oxo-butyric acid ethyl ester C(C)OC(CCC(=O)C1=NC(=CC(=C1O)Br)CC1=C(C=CC=C1C(F)(F)F)Cl)=O